ethyl (3aR,5r,6aS)-2,2-dimethyltetrahydro-4H-cyclopenta[d][1,3]dioxol-5-carboxylate CC1(O[C@H]2[C@@H](O1)CC(C2)C(=O)OCC)C